C1(=CC=CC=C1)S(=O)(=O)N1C=C(C=2C1=NC=CC2)C=2SC=C(N2)C=2C=C(C=CC2)[C@@]2(COC1=C2C=CN=C1)O (R)-3-(3-(2-(1-(Phenylsulfonyl)-1H-pyrrolo[2,3-b]pyridin-3-yl)thiazol-4-yl)phenyl)-2,3-dihydrofuro[3,2-d]pyridin-3-ol